CC1=C(C(NC(N1)=O)=O)S(=O)(=O)N1C(CCCC1)C 6-methyl-5-((2-methylpiperidin-1-yl)sulfonyl)pyrimidine-2,4(1H,3H)-dione